COC(=O)C12C(C(C1)(C2)C(=O)OC)C=2C=NC(=CC2)C 2-(6-methylpyridin-3-yl)bicyclo[1.1.1]Pentane-1,3-dicarboxylic acid dimethyl ester